Ethyl (3Z)-4-(3,4-difluorophenyl)-4-hydroxy-2-oxobut-3-enoate FC=1C=C(C=CC1F)/C(=C/C(C(=O)OCC)=O)/O